FC1(C(C(=O)O)=CC(C(=C1)C(=O)O)(C(=O)O)F)C(=O)O 2,5-difluoropyromellitic acid